Cl.C1(CCCCC1)C(=O)O Cyclohexane-1-carboxylic acid hydrochloride